COC1=C(CC2=C(C(=NC=C2)N)N)C=CC(=C1)OC (2,4-dimethoxybenzyl)pyridine-2,3-diamine